N[C@H](C(=O)OCC1=CC=CC=C1)CCCNC(=N)NS(=O)(=O)C=1C(=C(C2=C(CC(O2)(C)C)C1C)C)C (S)-Benzyl 2-amino-5-(3-(2,2,4,6,7-pentamethyl-2,3-dihydro-benzofuran-5-ylsulfonyl)guanidino)pentanoate